P(=O)(OC1=CC=C(C=C1)C)(OC1=CC=C(C=C1)C)OC1=CC=C(C=C1)C tricresyl ortho-phosphate